C(C)(C)C1=NOC(=N1)N1CCC(CC1)C(C)OC=1SC2=NC(=CC=C2N1)C=1C=NC(=NC1)N(C(C)=O)C N-(5-(2-(1-(1-(3-isopropyl-1,2,4-oxadiazol-5-yl)piperidin-4-yl)ethoxy)thiazolo[5,4-b]pyridin-5-yl)pyrimidin-2-yl)-N-methylacetamid